COC=1C=C2C(C(=CNC2=CC1)C(=O)O)=O 6-methoxy-1,4-dihydro-4-oxo-3-quinolinecarboxylic acid